1-pentyl-2-[(7-pentyl-4,7-diazaspiro[2.5]oct-4-yl)carbonyl]-1H-indole C(CCCC)N1C(=CC2=CC=CC=C12)C(=O)N1C2(CC2)CN(CC1)CCCCC